3-(4-oxocyclohexyl)propanoic acid O=C1CCC(CC1)CCC(=O)O